C[C@]12CC=3C=NNC3C[C@@H]1[C@H]([C@@H]([C@H]1[C@H]3[C@](CC[C@@H]12)([C@](CC3)(O)C3=NC=CC=C3)C)O)O (1S,3aS,3bR,4R,5R,5aS,10aR,10bS,12aS)-10a,12a-dimethyl-1-(pyridin-2-yl)-1,2,3,3a,3b,4,5,5a,6,7,10,10a,10b,11,12,12a-hexadecahydrocyclopenta[5,6]naphtho[1,2-f]indazole-1,4,5-triol